2-(azepan-1-yl)-4-((4-(2-(piperazin-1-yl)ethoxy)phenyl)amino)pyrimido[4,5-d]pyridazin-5(6H)-one hydrochloride Cl.N1(CCCCCC1)C=1N=C(C2=C(C=NNC2=O)N1)NC1=CC=C(C=C1)OCCN1CCNCC1